6-(6-fluoro-2-methylnaphthalen-1-yl)pyrazolo[1,5-a]pyrimidine-3-carbonitrile FC=1C=C2C=CC(=C(C2=CC1)C=1C=NC=2N(C1)N=CC2C#N)C